FC1=C2NC(C(=NC2=CC=C1)C)=O 5-fluoro-2-methyl-3-oxo-4H-quinoxalin